N1CC(C1)=CC1=CC=C(C=C1)C1=C(CCCC2=C1C=CC(=C2)C(=O)OC)C2=C(C=C(C=C2)Cl)Cl Methyl 9-(4-(azetidin-3-ylidenemethyl)phenyl)-8-(2,4-dichlorophenyl)-6,7-dihydro-5H-benzo[7]annulene-3-carboxylate